Ethyl 2-((3-allylureido) methylene)-3-oxobutanoate C(C=C)NC(NC=C(C(=O)OCC)C(C)=O)=O